ethylene glycol bis(sulfosuccinimidylsuccinate) S(=O)(=O)(O)C(C(=O)O)(CC(=O)O)N1C(CCC1=O)=O.S(=O)(=O)(O)C(C(=O)O)(CC(=O)O)N1C(CCC1=O)=O.C(CO)O